1-N'-[2,5-difluoro-4-[6-methoxy-7-(2-methoxy-ethoxy)pyrido[3,2-d]pyrimidin-4-yl]oxyphenyl]-1-N-(4-fluorophenyl)cyclopropane-1,1-dicarboxamide FC1=C(C=C(C(=C1)OC=1C2=C(N=CN1)C=C(C(=N2)OC)OCCOC)F)NC(=O)C2(CC2)C(=O)NC2=CC=C(C=C2)F